methyl (Z)-3-(((4-(N-methyl-2-(4-methylpiperazin-1-yl)acetamido)phenyl)amino)(phenyl)methylene)-2-oxo-1-(piperazine-1-carbonyl)indoline-6-carboxylate CN(C(CN1CCN(CC1)C)=O)C1=CC=C(C=C1)N\C(=C\1/C(N(C2=CC(=CC=C12)C(=O)OC)C(=O)N1CCNCC1)=O)\C1=CC=CC=C1